ammoniozinc fluoride borate B([O-])(O)O.[F-].[NH3+][Zn+]